CN1[C@H](CN(CC1)C(=O)OC(C)(C)C)C(=O)OC 1-(tert-butyl) 3-methyl (R)-4-methylpiperazine-1,3-dicarboxylate